(Z)-3-(2-cyanovinyl)-2,2-dimethyl-cyclopropane C(#N)\C=C/C1C(C1)(C)C